C1(=CC=C(C=C1)OCC(=O)N(CC=1SC=CC1)C1=CC=NN1)C 2-(p-Tolyloxy)-N-(1H-pyrazol-5-yl)-N-((thiophen-2-yl)methyl)acetamid